FC1=CC=CC(=N1)N1CCN(CC1)C1=CC=C(C=C1)NC(C1=CC=C(C=C1)OC)=O N-(4-(4-(6-Fluoropyridin-2-yl)piperazin-1-yl)phenyl)-4-methoxybenzamid